N-(3-(3-(3,3-difluorocyclobutyl)-1,2,4-oxadiazol-5-yl)-2,5-difluoro-6-methylphenyl)imidazo[1,2-a]pyridine-3-carboxamide FC1(CC(C1)C1=NOC(=N1)C=1C(=C(C(=C(C1)F)C)NC(=O)C1=CN=C2N1C=CC=C2)F)F